FC1=C2C=CNC2=CC(=C1)C(=O)N1[C@@H](C=2N(CC1)C(=NN2)C2=NC(=NS2)C)C (R)-(4-fluoro-1H-indol-6-yl)(8-methyl-3-(3-methyl-1,2,4-thiadiazol-5-yl)-5,6-dihydro-[1,2,4]triazolo[4,3-a]pyrazin-7(8H)-yl)methanone